(R)-4-(4-((1-(3-(difluoromethyl)-2-fluorophenyl)ethyl)amino)-2-methyl-7-oxo-7,8-dihydropyrido[2,3-d]pyrimidin-6-yl)-4-hydroxy-N-methylcyclohexane-1-carboxamide FC(C=1C(=C(C=CC1)[C@@H](C)NC=1C2=C(N=C(N1)C)NC(C(=C2)C2(CCC(CC2)C(=O)NC)O)=O)F)F